O=CNCCOCCOCCNC(CCCC(=O)O)=O 1,12-dioxo-5,8-dioxa-2,11-diazahexadecane-16-oic acid